FC1(CCN(CC1)C(=O)C1=C(C=C(C=C1)C1=NN(C(=C1)C(F)(F)F)C1OCCCC1)C1=NN(C=C1)C(C)C)F (4,4-difluoro-1-piperidyl)-[2-(1-isopropylpyrazol-3-yl)-4-[1-tetrahydropyran-2-yl-5-(trifluoromethyl)pyrazol-3-yl]phenyl]methanone